fluoro-5'-methoxy-2',6-dimethyl-[4,4'-bipyridine]-3-carboxylic acid FC1=NC(=CC(=C1C(=O)O)C1=CC(=NC=C1OC)C)C